diazinyl carbonate C(OC=1N=NC=CC1)([O-])=O